O=C1CCC(CC1)C[C@H](C)NC(OC(C)(C)C)=O tert-Butyl (S)-(1-(4-oxocyclohexyl)propan-2-yl)carbamate